C(CC)N([Si](N(CCC)CCC)(N(CCC)CCC)N(CCC)CCC)CCC N,N,N',N',N'',N'',N''',N'''-octapropylsilanetetraamine